ethyl 3-[1-methyl-4-(pyrazol-1-ylmethyl)pyrazol-3-yl]-3-oxo-propanoate CN1N=C(C(=C1)CN1N=CC=C1)C(CC(=O)OCC)=O